((1-ethylcyclohexyl)(phenyl)methyl)malononitrile C(C)C1(CCCCC1)C(C1=CC=CC=C1)C(C#N)C#N